BrC1=CC=C2C(OCC2=C1)(C)CCCCF 6-bromo-3-(4-fluorobutyl)-3-methyl-isobenzofuran